8-((2s,5r)-5-ethyl-4-(1-(2-fluoro-4-(trifluoromethoxy)phenyl)propyl)-2-methylpiperazin-1-yl)-5-methyl-6-oxo-5,6-dihydro-1,5-naphthyridine-2-carbonitrile C(C)[C@H]1N(C[C@@H](N(C1)C1=CC(N(C=2C=CC(=NC12)C#N)C)=O)C)C(CC)C1=C(C=C(C=C1)OC(F)(F)F)F